OC1=C(C#N)C=CC(=N1)C1(CC1)C 2-hydroxy-6-(1-methyl-cyclopropyl)nicotinonitrile